C1=CC2=C(C3=C(C4=C(C=C3)C=C(C=C4)O)OC2=C5C1=CC(=O)C=C5)C6=C(C=CC(=C6)C(=O)O)C(=O)O The molecule is a carboxynaphthofluorescein compound having a carboxy substituent at the 6-position. It has a role as a fluorochrome. It derives from a fluorescein.